5-trifluoromethyl-1H-1,2,4-triazole FC(C1=NC=NN1)(F)F